(S)-4-(benzyl(methyl)amino)-1-(3-(2,6-bis(benzyloxy)pyridin-3-yl)-1-methyl-1H-indazol-6-yl)piperidin-2-one C(C1=CC=CC=C1)N([C@@H]1CC(N(CC1)C1=CC=C2C(=NN(C2=C1)C)C=1C(=NC(=CC1)OCC1=CC=CC=C1)OCC1=CC=CC=C1)=O)C